(R)-5-chloro-6-(4-(piperazin-1-ylmethyl)phenyl)-N-((3-(1,1,1-trifluoro-2-methylpropan-2-yl)-1H-1,2,4-triazol-5-yl)methyl)-2,3-dihydrobenzofuran-2-carboxamide ClC=1C(=CC2=C(C[C@@H](O2)C(=O)NCC2=NC(=NN2)C(C(F)(F)F)(C)C)C1)C1=CC=C(C=C1)CN1CCNCC1